FC(C)(C)[C@@H]1N[C@H](CNC1)C |r| rac-(2R,6S)-2-(1-fluoro-1-methyl-ethyl)-6-methyl-piperazine